CC=1C=CC(=C(C1)N1N=C2C(=N1)C=CC=C2)O 2-(5-methyl-2-hydroxyphenyl)benzotriazol